NC1=NC(=NC=C1CN(C=O)C(C(CC)SC(C1=CC=CC=C1)=O)C)C (Z)-4-(N-((4-Amino-2-methylpyrimidin-5-yl)methyl)formamido)-3-(benzoylthio)pentan